dodecyl 2,5-dihydroxybenzoate OC1=C(C(=O)OCCCCCCCCCCCC)C=C(C=C1)O